N=1N=CN2C1C=NC(=C2)C(=O)N2O[C@@H](C(N1C2CN(C([C@@H]1CC(C)C)=O)C1CCN(CC1)C)=O)CC(C)C (3R,6S)-1-([1,2,4]triazolo[4,3-a]pyrazine-6-carbonyl)-3,6-diisobutyl-8-(1-methylpiperidin-4-yl)tetrahydropyrazino[2,1-c][1,2,4]oxadiazine-4,7(3H,6H)-dione